(E)-3-(3-bromophenyl)-N-(2-(4-(methylsulfonyl)piperazin-1-yl)-2-oxoethyl)acrylamide BrC=1C=C(C=CC1)/C=C/C(=O)NCC(=O)N1CCN(CC1)S(=O)(=O)C